1-(4-(2-(4-(2-chloro-3,5-dimethoxy-phenyl)-8-(methylamino)-[1,2,4]triazolo[1',5':1,6]pyrido[2,3-d]pyrimidin-2-yl)ethoxy)piperidin-1-yl)prop-2-en-1-one ClC1=C(C=C(C=C1OC)OC)C1=CC=2C(=NC(=NC2)NC)N2C1=NC(=N2)CCOC2CCN(CC2)C(C=C)=O